ClC1=C(C(=O)N2COC3=C(C2)C=CC=C3C3=CC(=C(C(=O)O)C=C3F)N3C2COCC3CC2)C(=CC(=C1)N1CC(C1)(C)N1CC(C1)OC)Cl 4-[3-[2,6-Dichloro-4-[3-(3-methoxyazetidin-1-yl)-3-methylazetidin-1-yl]benzoyl]-2,4-dihydro-1,3-benzoxazin-8-yl]-5-fluoro-2-(3-oxa-8-azabicyclo[3.2.1]octan-8-yl)benzoic acid